Methyl 1-[4-[(5-Cyclopropyl-1H-pyrazol-3-yl)amino]pyrimidin-2-yl]piperidine-3-carboxylate C1(CC1)C1=CC(=NN1)NC1=NC(=NC=C1)N1CC(CCC1)C(=O)OC